1-(4-fluoro-2-methyl-phenyl)sulfonyl-N-[(5-methylpyrazin-2-yl)methyl]pyrazole-3-carboxamide FC1=CC(=C(C=C1)S(=O)(=O)N1N=C(C=C1)C(=O)NCC1=NC=C(N=C1)C)C